Cl.CC1=C2C(=NC(=C1)C#N)CNC2 4-methyl-6,7-dihydro-5H-pyrrolo[3,4-b]pyridine-2-carbonitrile hydrochloride salt